C(#N)[C@H](C[C@@H]1C(NCCC1)=O)NC(=O)[C@@H]1N([C@@H]2CC([C@H]1CC2)(F)F)C([C@@H](NC2=C(C=CC(=C2)F)F)C)=O (1S,3R,4S)-N-((S)-1-cyano-2-((R)-2-oxopiperidin-3-yl)ethyl)-2-((2,5-difluorophenyl)-L-alanyl)-5,5-difluoro-2-azabicyclo[2.2.2]octane-3-carboxamide